C(C)(=O)C1=C(C2=C(N=C(N=C2)NC2=NC=C(C=C2)N2CCN(CC2)C(C2=CC=C(C=C2)CCl)=O)N(C1=O)C1CCCC1)C 6-acetyl-2-[[5-[4-[4-(chloromethyl)benzoyl]piperazin-1-yl]-2-pyridyl]amino]-8-cyclopentyl-5-methyl-pyrido[2,3-d]pyrimidin-7-one